[Mn](=O)(=O)([O-])[O-].[Sr+2] Strontium Manganate